1,3-dioxolane-2,4-dione O1C(OC(C1)=O)=O